methyl (4S)-4-carbamoyl-4-[4-(methoxymethoxy)-1-oxo-3H-isoindol-2-yl]butanoate C(N)(=O)[C@H](CCC(=O)OC)N1C(C2=CC=CC(=C2C1)OCOC)=O